6-Fluoro-3-hydroxy-2-methoxybenzaldehyde FC1=CC=C(C(=C1C=O)OC)O